(S)-7-((1S,4R)-4-(5-(trifluoromethyl)pyridin-2-yl)cyclohexyl)-2-thia-7-azaspiro[4.5]decane 2,2-dioxide FC(C=1C=CC(=NC1)C1CCC(CC1)N1C[C@@]2(CCS(C2)(=O)=O)CCC1)(F)F